ON=CCCP(O)(=O)CC (3-(hydroxyimino)propyl)(ethyl)phosphinic acid